6-(1-methylpyrazolo[4,3-b]pyridin-6-yl)-N-(1-phenylethyl)quinazolin-4-amine CN1N=CC2=NC=C(C=C21)C=2C=C1C(=NC=NC1=CC2)NC(C)C2=CC=CC=C2